CC(CCCC(CO)CCCCCC(CC)C)CC 2-(4-Methylhexyl)-8-methyl-1-decanol